ClC1=C(C=CC=C1F)C1=CC(OC2=CC(=CC=C12)OC(C(=O)N1C[C@H](CCC1)C(=O)O)C)=O (3S)-1-[2-[4-(2-chloro-3-fluoro-phenyl)-2-oxo-chromen-7-yl]oxypropionyl]piperidine-3-carboxylic acid